2-allylthio-1-(thiazol-2-yl)ethan-1-one C(C=C)SCC(=O)C=1SC=CN1